ClC1=NC=C(C(=N1)NC=1N=CC=2CCC3=C(C2C1F)NC1=C3C(NCC1)=O)COC(F)(F)F 2-((2-chloro-5-((trifluoromethoxy)methyl)pyrimidin-4-yl)amino)-1-fluoro-5,6,8,9,10,11-hexahydro-7H-pyrido[3',4':4,5]pyrrolo[2,3-f]isoquinolin-7-one